(R)-1-((7-Cyano-2-(3'-(3-(((S)-1-hydroxypropan-2-ylamino)methyl)-1,7-naphthyridin-8-ylamino)-2,2'-dimethylbiphenyl-3-yl)benzo[d]oxazol-5-yl)methyl)-3-methylpyrrolidin C(#N)C1=CC(=CC=2N=C(OC21)C=2C(=C(C=CC2)C2=C(C(=CC=C2)NC=2N=CC=C1C=C(C=NC21)CN[C@H](CO)C)C)C)CN2C[C@@H](CC2)C